Bis(4-Chlorophenyl)-phenylsulfonium ClC1=CC=C(C=C1)[S+](C1=CC=CC=C1)C1=CC=C(C=C1)Cl